[Ba].FCCCCCCCC fluorooctane barium